[Pt].[Mn].[Fe] iron-manganese-platinum